FC1=C2C(CCN(C2=CC(=C1)C=1OC(NN1)=O)[C@@H](C)[C@@H]1[C@@H](CNCC1)C)=O 5-Fluoro-1-{(1S)-1-[(3S,4S)-3-methylpiperidin-4-yl]ethyl}-7-(5-oxo-4,5-dihydro-1,3,4-oxadiazol-2-yl)-2,3-dihydroquinolin-4(1H)-one